6-amino-1-[(3-chlorophenyl)methyl]-3-methylquinoxalin-2-one NC=1C=C2N=C(C(N(C2=CC1)CC1=CC(=CC=C1)Cl)=O)C